CC1=NC=CC=C1C1=C(C(=O)O)C=CC(=C1)C(F)(F)F (2-methylpyridin-3-yl)-4-(trifluoromethyl)benzoic acid